NC1=C(C=C2C(=N1)C=C(N2)CN2C1(C=3C=NC=CC3C2=O)C(N(CC1)CC1=CC=C(C=C1)F)=O)F ((5-amino-6-fluoro-1H-pyrrolo[3,2-b]pyridin-2-yl)methyl)-1-(4-fluorobenzyl)spiro[pyrrolidine-3,3'-pyrrolo[3,4-c]pyridine]-1',2(2'H)-dione